(1R,3S,5R)-2-(2-(3-Acetyl-5-(2-methoxypyrimidin-5-yl)-1H-indazol-1-yl)acetyl)-N-(6-bromopyridin-2-yl)-5-methyl-2-azabicyclo[3.1.0]hexane-3-carboxamide C(C)(=O)C1=NN(C2=CC=C(C=C12)C=1C=NC(=NC1)OC)CC(=O)N1[C@@H]2C[C@@]2(C[C@H]1C(=O)NC1=NC(=CC=C1)Br)C